FC(C(C(C(F)(F)F)(F)F)(F)F)(S(=O)(=O)[O-])F.[IH2+] iodonium perfluoro-1-butanesulfonate